CC=1CN(C2=CC=CC=C2N1)CC1=CC=C(C=C1)C(F)(F)F 3-methyl-1-(4-(trifluoromethyl)benzyl)quinoxalin